C1(=CC=CC=C1)P(OC(C1=C(C=C(C=C1C)C)C)=O)([O-])=O 2,4,6-trimethylbenzoyl phenylphosphonate